C1(CC1)CN1N=CC(=C1)C1=CN=C(S1)COC1=CC=CC(=N1)C1=CC(=C(CC2=NC3=C(N2C[C@H]2OCC2)C=C(C=C3)C(=O)O)C=C1F)F (S)-2-(4-(6-((5-(1-(cyclopropylmethyl)-1H-pyrazol-4-yl)thiazol-2-yl)methoxy)pyridin-2-yl)-2,5-difluorobenzyl)-1-(oxetan-2-ylmethyl)-1H-benzo[d]imidazole-6-carboxylic acid